N,N-diethyl-2,6-dihydroxy-5'-methyl-4-pentyl-1',2',3',4'-tetrahydro-[1,1'-biphenyl]-3-sulfonamide C(C)N(S(=O)(=O)C=1C(=C(C(=CC1CCCCC)O)C1CCCC(=C1)C)O)CC